C(NC1=C(C=CC=C1CC(C)(C)C)CC(C)(C)C)NC1=C(C=CC=C1CC(C)(C)C)CC(C)(C)C methylenebis(2,6-di(neopentyl)aniline)